ClC=1C=C(C=C(C1)NS(=O)(=O)CC)NC(=O)C=1SC(=C(C1)C1=NC=C(C=N1)F)C N-(3-chloro-5-(ethylsulfonamido)phenyl)-4-(5-fluoropyrimidin-2-yl)-5-methylthiophene-2-carboxamide